ClC1=NC(=CC(=C1)C(F)(F)C1OCCOC1)Cl 2,6-Dichloro-4-[1,4-dioxan-2-yl(difluoro)methyl]pyridine